CC=1N=CC2=CC=CC(=C2C1)N 3-methyl-5-amino-isoquinoline